C1(CC1)[C@H](C(=O)OCC1=CC=CC=C1)CC=C (R)-benzyl 2-cyclopropylpent-4-enoate